C(#C)C1=CC(=C(C=N1)C1=C(C2=C(N=CN=C2C)N1C)C1CCC2(CC=3C(=NC(=CC3)C)O2)CC1)C (R)-4-(6-(6-ethynyl-4-methylpyridin-3-yl)-4,7-dimethyl-7H-pyrrolo[2,3-d]pyrimidin-5-yl)-6'-methyl-3'H-spiro[cyclohexane-1,2'-furo[2,3-b]pyridin]